N-(1H-indol-3-yl)-6-vinyl-3,4-dihydro-isoquinoline-2(1H)-carboxamide N1C=C(C2=CC=CC=C12)NC(=O)N1CC2=CC=C(C=C2CC1)C=C